O[C@H]1CN(CC1)CC=1C=NC2=C(N=CC=C2C1)NC=1C(=C(C=CC1)C1=C(C(=CC=C1)C1=NN2C(C(CCC2)NCC(=O)O)=C1)C)C 2-((2-(3'-((3-(((R)-3-hydroxypyrrolidin-1-yl)methyl)-1,7-naphthyridin-8-yl)amino)-2,2'-dimethyl-[1,1'-biphenyl]-3-yl)-4,5,6,7-tetrahydropyrazolo[1,5-a]pyridin-4-yl)amino)acetic acid